C1=CN(N=C1)C(N2C=CC=N2)N3C=CC=N3 Tris(pyrazolyl)methane